ethyl alaninate N[C@@H](C)C(=O)OCC